(3S,3'S,5R,5'R)-((6,6'-difluoro-1H,1'H-[2,2'-biindole]-3,3'-diyl)bis(methylene))bis(pyrrolidine-5,3-diyl) diacetate C(C)(=O)O[C@@H]1CN[C@@H](C1)CC1=C(NC2=CC(=CC=C12)F)C=1NC2=CC(=CC=C2C1C[C@@H]1C[C@@H](CN1)OC(C)=O)F